NC(CCC)O (amino)butan-1-ol